COC([C@@H](CCCCCCCC1=NC=2NCCCC2C=C1)N)=O (R)-2-amino-9-(5,6,7,8-tetrahydro-1,8-naphthyridin-2-yl)nonanoic acid methyl ester